F[B-](F)(F)F.BrC=1C(=C(C=C(C1C)C)[N+]#N)C 3-bromo-2,4,5-trimethylbenzenediazonium tetrafluoroborate